4-(4-amino-2-{4-[(2-fluoroacrylamino)]-2-methylphenyl}-7-(3-hydroxy-3-methylbut-1-ynyl)-1-methylpyrrolo[3,2-c]pyridin-3-yl)-N-(2,2-difluorocyclopropyl)-2-methoxybenzamide NC1=NC=C(C2=C1C(=C(N2C)C2=C(C=C(C=C2)NC(=O)C(=C)F)C)C2=CC(=C(C(=O)NC1C(C1)(F)F)C=C2)OC)C#CC(C)(C)O